C(=S)(O)C(=S)O Thionocarboxy(thionocarboxylic acid)